tert-butyl 3-(1-((7-fluoro-2-methyl-2H-indazol-5-yl)carbamoyl)-2,3-dihydro-1H-pyrrolo[2,3-b]pyridin-4-yl)pyrrolidine-1-carboxylate FC1=CC(=CC2=CN(N=C12)C)NC(=O)N1CCC=2C1=NC=CC2C2CN(CC2)C(=O)OC(C)(C)C